FC1=CC(=C(C=C1)C=1CCCC2=C(C1C1=CC=C(C=C1)CC1CN(C1)CCCF)C=CC(=C2)C(=O)O)C(F)(F)F 8-(4-fluoro-2-(trifluoromethyl)phenyl)-9-(4-((1-(3-fluoropropyl)azetidin-3-yl)methyl)phenyl)-6,7-dihydro-5H-benzo[7]annulene-3-carboxylic acid